C(CCCCCCC\C=C/C\C=C/CCCCC)(=O)OCCCCC(CCCCOC(CCC(OCCCC\C=C/CC)OCCCC\C=C/CC)=O)OC(=O)OCC1CN(CCC1)CC 9-((4,4-bis(((Z)-oct-5-en-1-yl)oxy)butanoyl)oxy)-5-((((1-ethylpiperidin-3-yl)methoxy)carbonyl)oxy)nonyl (9Z,12Z)-octadeca-9,12-dienoate